C(C)(C)(C)OC(=O)N1[C@@H](C[C@]2(CCC(C2)(F)F)CC1)C1=CC=C(C=C1)C(=O)OC (5S,7S)-2,2-difluoro-7-(4-(methoxycarbonyl)phenyl)-8-azaspiro[4.5]decane-8-carboxylic acid tert-butyl ester